CC1=NC(=NO1)C1=CC=C2C=CN=C(C2=C1)O 7-(5-methyl-1,2,4-oxadiazol-3-yl)isoquinolin-1-ol